Cl.N[C@@H](CC)C1(CCCC1)O 1-[(1S)-1-aminopropyl]cyclopentanol hydrochloride